C1(=CC=CC2=CC=CC=C12)N(C1=CC=2C3(C4=CC(=CC=C4C2C=C1)N(C1=CC=CC=C1)C1=CC=CC2=CC=CC=C12)C1=CC=CC=C1C=1C=CC=CC13)C1=CC=CC=C1 N,N'-bis(naphthalene-1-yl)-N,N'-bis(phenyl)-2,7-diamino-9,9-spirobifluorene